BrC1=C(C=NN(C1=O)C1=CC=CC=C1)NC(C(=O)O)=O 5-bromo-1,6-dihydro-6-oxo-1-phenylpyridazin-4-yl-oxalamic acid